N-(4-(4-(2-cyanoacetamido)piperidin-1-yl)-1H-pyrrolo[2,3-b]pyridin-6-yl)cyclopropylcarboxamide C(#N)CC(=O)NC1CCN(CC1)C1=C2C(=NC(=C1)NC(=O)C1CC1)NC=C2